OC1(CC1)C(=O)NC=1N=CC2=C(N=CC(=C2C1)C=1OC2=C(N1)C=C(C=C2)OC)NC 1-hydroxy-N-(5-(5-methoxybenzo[d]oxazol-2-yl)-8-(methylamino)-2,7-naphthyridin-3-yl)cyclopropane-1-carboxamide